Trifluoromethyl tetrafluoropropyl ether FC(CC(F)(F)F)OC(F)(F)F